ethyl-1-ethyl-3-methylimidazole sulfate S(=O)(=O)(O)O.C(C)C1N(C=CN1C)CC